N-(4-((2-methoxy-3-(1-methyl-1H-1,2,4-triazol-3-yl)phenyl)amino)-6-(methyl-d3)-5-carbonyl-6,7-dihydro-5H-pyrrolo[3,4-b]pyridin-2-yl)cyclopropanecarboxamide COC1=C(C=CC=C1C1=NN(C=N1)C)NC1=C2C(=NC(=C1)NC(=O)C1CC1)CN(C2=C=O)C([2H])([2H])[2H]